N-(4-methoxyphenyl)propane-2-imine COC1=CC=C(C=C1)N=C(C)C